FC(C1=CC=C2C=CNC2=C1C1=NC=CC=N1)F 6-(difluoromethyl)-7-pyrimidin-2-yl-1H-indole